6-[8-(1,3-benzothiazol-2-ylcarbamoyl)-3,4-dihydroisoquinolin-2(1H)-yl]-3'-cyano-2'-[cyclohexyl-(methyl)amino]-3,4'-bipyridine-2-carboxylic acid S1C(=NC2=C1C=CC=C2)NC(=O)C=2C=CC=C1CCN(CC21)C2=CC=C(C(=N2)C(=O)O)C2=C(C(=NC=C2)N(C)C2CCCCC2)C#N